Cl.COC(C(C(CS(=O)(=O)C1=CC=CC=C1)N)C1=CC=CC=C1)=O 3-amino-2-phenyl-4-(phenylsulfonyl)butanoic acid methyl ester hydrochloride